S1C(=NC2=C1C=CC=C2)CC#N 2-(benzo[d]thiazol-2-yl)acetonitrile